C(C)(C)N1C=NC(=C1)C=1C=C(C=CC1NC1=NC=CC(=C1)C(F)(F)F)S(=O)(=O)N(C)CC1=CC=C(C=C1)OC 3-(1-isopropylimidazol-4-yl)-N-[(4-methoxyphenyl)methyl]-N-methyl-4-[[4-(trifluoromethyl)-2-pyridyl]amino]benzenesulfonamide